alpha-D-threose O[C@@H]1[C@@H](O)[C@H](O)CO1